1-[4-(3-Chloro-4-methylphenyl)piperidin-1-yl]-2-{3-[(2R,6S)-2,6-dimethylmorpholin-4-carbonyl]-5,6-dihydrocyclopenta[c]pyrazol-1(4H)-yl}ethan-1-on ClC=1C=C(C=CC1C)C1CCN(CC1)C(CN1N=C(C2=C1CCC2)C(=O)N2C[C@H](O[C@H](C2)C)C)=O